C(=N)N The molecule is the smallest member of the class of carboxamidines being formic acid with the O and OH groups from the carboxy function replaced by NH and NH2 groups respectively. The parent of the class of formamidines. It has a role as an EC 1.14.13.39 (nitric oxide synthase) inhibitor. It is a carboxamidine, a member of formamidines and a one-carbon compound. It derives from a formic acid.